(S)-tert-butyl 2-methyl-4-(((trifluoromethyl)sulfonyl)oxy)-3,6-dihydropyridine-1(2H)-carboxylate C[C@@H]1N(CC=C(C1)OS(=O)(=O)C(F)(F)F)C(=O)OC(C)(C)C